OC(CCCCCCC=C\C=C/C=CC(=O)O)C(CCCCC)O (±)-14,15-dihydroxy-5Z,8Z,11Z-eicosatrienoic acid